rac-4-(((1R,3S)-3-methoxycyclopentyl)amino)thieno[2,3-d]pyrimidine-2-carboxamide CO[C@@H]1C[C@@H](CC1)NC=1C2=C(N=C(N1)C(=O)N)SC=C2 |r|